C(=O)(OC(C)(C)C)[C@](N(C(=O)OC(C)(C)C)C(=O)OC(C)(C)C)(CCCNC(N)=N)C(=O)O tri-Bocarginine